2-(3-(Hydroxymethyl)phenyl)-6-(3-methoxyphenyl)-5,7-dimethyl-2,6-dihydro-1H-pyrrolo[3,4-d]pyridazin-1-one OCC=1C=C(C=CC1)N1N=CC=2C(C1=O)=C(N(C2C)C2=CC(=CC=C2)OC)C